N-(4-cyano-2-fluoro-phenyl)-4-(4,5-dichloro-6-oxo-pyridazin-1-yl)piperidine-1-sulfonamide C(#N)C1=CC(=C(C=C1)NS(=O)(=O)N1CCC(CC1)N1N=CC(=C(C1=O)Cl)Cl)F